chloro-N-pyrimidin-2-yl-acetamide ClCC(=O)NC1=NC=CC=N1